4-(6-((4-acetyl-2-cyclopropoxybenzyl)oxy)pyridin-2-yl)piperidine tert-Butyl-pyridine-1-carboxylate C(C)(C)(C)OC(=O)N1CC=CC=C1.C(C)(=O)C1=CC(=C(COC2=CC=CC(=N2)C2CCNCC2)C=C1)OC1CC1